C(C)(C)(C)N1N=C(C(=C1C)O)C1=C(C=CC=C1)Br 1-(tert-Butyl)-3-(2-bromophenyl)-5-methylpyrazole-4-ol